BrCCCCCCC1=NC=CN=C1 2-(6-bromohexyl)pyrazine